oxydiethylene oxalate C1(C(=O)OCCOCCO1)=O